racemic-2-aminobutyric acid N[C@@H](C(=O)O)CC |r|